C(=O)(OCC1=CC=CC=C1)N1CCC(CC1)C=O N-CBZ-4-piperidyl-formaldehyde